COC1=C(C=CC=C1)C1=CC(=CC=C1)CN(C=O)C1=C(C=CC=C1)C#CC=1C=CC(=NC1)C(=O)O 5-(2-{2-[N-({2'-methoxy-[1,1'-biphenyl]-3-yl}methyl)formamido]phenyl}ethynyl)pyridine-2-carboxylic acid